amino-butanediamine NC(CCC)(N)N